4-(4-amino-3-methylphenoxy)-2-pyrimidineamine NC1=C(C=C(OC2=NC(=NC=C2)N)C=C1)C